CC1N(C1)C=CC(=O)O.CC1N(C1)C=CC(=O)O.CC1N(C1)C=CC(=O)O.C(O)C(CC)(CO)CO trimethylolpropane-tris[3-(2-methylaziridinyl) acrylate]